1-(5-methyl-3-p-tolyl-5-((2,3-dihydrobenzo[b][1,4]dioxin-6-yl)methyl)-4,5-dihydro-1H-pyrazol-1-yl)-1-ethanone CC1(CC(=NN1C(C)=O)C1=CC=C(C=C1)C)CC1=CC2=C(OCCO2)C=C1